FC=1C(=C(C=CC1)N1CCCC1)[N+](=O)[O-] 1-(3-Fluoro-2-nitrophenyl)pyrrolidine